2-(1-(2-cyanophenyl)-1-(1-(2-hydroxyethyl)-1H-pyrazol-4-yl)propan-2-yl)-5-hydroxy-N-(isoxazol-4-yl)-1-methyl-6-oxo-1,6-dihydropyrimidine-4-carboxamide C(#N)C1=C(C=CC=C1)C(C(C)C=1N(C(C(=C(N1)C(=O)NC=1C=NOC1)O)=O)C)C=1C=NN(C1)CCO